C(C)(C)(C)OC(=O)N1CCN(CC1)C1=CC(=CC(=C1)C(F)(F)F)C.CN1C2=C(C3=CC=CC=C13)CCN(C2)CCCCNC(C2=CC=C(C=C2)C=2C=NC=CC2)=O N-(4-(9-methyl-1,3,4,9-tetrahydro-2H-pyrido[3,4-b]indol-2-yl)butyl)-4-(pyridin-3-yl)benzamide tert-Butyl-4-(3-methyl-5-(trifluoromethyl)phenyl)piperazine-1-carboxylate